C(C)(C)(C)OC(=O)N[C@H](CC(=O)O)C (3S)-3-(tert-butoxycarbonylamino)butyric acid